4-[2-(2-methoxyethoxy)ethoxy]benzenamine COCCOCCOC1=CC=C(C=C1)N